C(C1=CC=CC=C1)S(=O)(=O)N(CCCCCC(=O)N(CC=1SC=CC1)CC=1SC=CC1)CC1=CC(=CC=C1)OC 6-[(benzylsulfonyl)(3-methoxybenzyl)amino]-N,N-bis(2-thienylmethyl)hexanamide